heptadecan-9-yl 6-{4-(2-hydroxyethyl)-6-[5-(1-octylnonyloxycarbonyl)pentyl]-2-morpholinyl}hexanoate OCCN1CC(OC(C1)CCCCCC(=O)OC(CCCCCCCC)CCCCCCCC)CCCCCC(=O)OC(CCCCCCCC)CCCCCCCC